C(C1=CC=CC=C1)NCCNC(OC(C)(C)C)=O tert-butyl (2-(benzylamino)ethyl)carbamate